ClC1=C(C=CC=C1)C(\C=C\C1=CC=C(C=C1)\C=C\C(C1=C(C=CC=C1)C(F)(F)F)=O)=O (E)-1-(2-chlorophenyl)-3-(4-((E)-3-oxo-3-(2-(trifluoromethyl)phenyl)prop-1-en-1-yl)phenyl)prop-2-en-1-one